Ethyl 4-ethoxy-4-propylcyclohexanecarboxylate C(C)OC1(CCC(CC1)C(=O)OCC)CCC